cyclopentan-2,2,5,5-d4-1-amine C1(C(CCC1([2H])[2H])([2H])[2H])N